ClC=1SC=C(N1)Cl 2,4-dichlorothiazole